3-(2-methyltetrazol-5-yl)-N-[3-oxo-3-[(7-propoxy-1,3-benzothiazol-2-yl)amino]propyl]benzamide CN1N=C(N=N1)C=1C=C(C(=O)NCCC(NC=2SC3=C(N2)C=CC=C3OCCC)=O)C=CC1